{5-[(3R)-2,6-dioxopiperidin-3-yl]pyridin-2-yl}piperidine-4-carbaldehyde O=C1NC(CC[C@@H]1C=1C=CC(=NC1)N1CCC(CC1)C=O)=O